NitroMagnesium [N+](=O)([O-])[Mg]